2-[4-[3-[1-(5-chloropyrimidin-2-yl)-4-piperidyl]propoxy]-2-fluoro-phenyl]-1-[3-[[rac-(3R,4R)-3,4-dihydroxypyrrolidin-1-yl]methyl]azetidin-1-yl]ethanone ClC=1C=NC(=NC1)N1CCC(CC1)CCCOC1=CC(=C(C=C1)CC(=O)N1CC(C1)CN1C[C@H]([C@@H](C1)O)O)F |r|